N-[[2-chloro-6-(difluoromethoxy)phenyl]-methylidene]hydroxylamine ClC1=C(C(=CC=C1)OC(F)F)C=NO